2,3,4,5-tetramethylphenol CC1=C(C=C(C(=C1C)C)C)O